ClC1(C[Si](C1)=[Zr](C1C(=CC2=C(C(=C(C=C12)C)C)C1=CC=CC2=CC=CC=C12)C=1OC(=CC1)C)C1C(=CC2=C(C(=C(C=C12)C)C)C1=CC=CC2=CC=CC=C12)C=1OC(=CC1)C)Cl Dichlorosilacyclobutylidenebis[2-(5-methyl-2-furyl)-4-(1-naphthyl)-5,6-dimethyl-1-indenyl]zirconium